BrC1=C(N=C(S1)N(C)CC1=CC=C(C=C1)OC)C1(CC1)C#N 1-(5-Bromo-2-((4-methoxybenzyl)(methyl)amino)thiazol-4-yl)cyclopropane-1-carbonitrile